tert-butyl (2R,4R)-4-(5-(5-cyano-2-cyclopropoxyphenyl)oxazole-2-carboxamido)-2-methylpyrrolidine-1-carboxylate C(#N)C=1C=CC(=C(C1)C1=CN=C(O1)C(=O)N[C@@H]1C[C@H](N(C1)C(=O)OC(C)(C)C)C)OC1CC1